(S)-N-((R)-(1-((R)-2,2-dimethyl-1,3-dioxolane-4-carbonyl)piperidin-4-yl)(2,3,4-trichloro-6-hydroxyphenyl)methyl)-2-methylpropane-2-sulfinamide CC1(OC[C@@H](O1)C(=O)N1CCC(CC1)[C@@H](N[S@@](=O)C(C)(C)C)C1=C(C(=C(C=C1O)Cl)Cl)Cl)C